1-(4-fluorophenyl)benzene FC1=CC=C(C=C1)C1=CC=CC=C1